3-((2,5,5-trimethylbicyclo[2.2.1]heptan-2-yl)thio)propanenitrile CC1(C2CC(C(C1)C2)(C)C)SCCC#N